FC(C1=CC=C(C=C1)C(C1=CN(C2=CC=CC=C12)C)C1=CN(C2=CC=CC=C12)C)(F)F 3,3'-((4-(trifluoromethyl)phenyl)methylene)bis(1-methyl-1H-indole)